cyclopentylcyclohexylbis(ethoxymethyl)silane C1(CCCC1)[Si](COCC)(COCC)C1CCCCC1